1-(acetyloxy)-3-{4-[(2-{3-[(4-methanesulfonyl-2-methoxyphenyl) amino]prop-1-yn-1-yl}-1-(2,2,2-trifluoroethyl)-1H-indol-4-yl)amino]piperidin-1-yl}propan-2-yl acetate C(C)(=O)OC(COC(C)=O)CN1CCC(CC1)NC1=C2C=C(N(C2=CC=C1)CC(F)(F)F)C#CCNC1=C(C=C(C=C1)S(=O)(=O)C)OC